FC=1C=C(C#N)C=C(C1)NC1CCN(CC1)C 3-fluoro-5-((1-methylpiperidin-4-yl)amino)benzonitrile